FC(C1=CC=CC(=N1)C1=CC=C(C=C1)CO)(F)F {4-[6-(trifluoromethyl)pyridin-2-yl]phenyl}methanol